C(C)(C)OC1=CC=C(CN(C=2C=CC=C3C(=CC=NC23)C=2C=NN(C2)CCOC)C)C=C1 N-(4-isopropoxybenzyl)-4-(1-(2-methoxyethyl)-1H-pyrazol-4-yl)-N-methylquinolin-8-amine